beta-lactose octapropionate C(CC)(=O)O[C@H]1[C@H](OC(CC)=O)[C@@H](OC(CC)=O)[C@H](O[C@H]2[C@H](OC(CC)=O)[C@@H](OC(CC)=O)[C@@H](OC(CC)=O)[C@H](O2)COC(CC)=O)[C@H](O1)COC(CC)=O